ethyl-3-amino-2-(5-(cyclopropylmethoxy)-2-methylbenzofuran-3-carboxamido)-4,4,4-trifluorobutanoate C(C)OC(C(C(C(F)(F)F)N)NC(=O)C1=C(OC2=C1C=C(C=C2)OCC2CC2)C)=O